NC([C@H](CO)NC(=O)[C@H]1N(CCC1)C(=O)[C@H]1N(CCC1)C([C@H](CO)N)=O)=O (S)-N-((S)-1-amino-3-hydroxy-1-oxopropan-2-yl)-1-((S)-1-((S)-2-amino-3-hydroxy-propanoyl)-pyrrolidine-2-carbonyl)-pyrrolidine-2-carboxamide